Divinyl-tetramethoxydisiloxane C(=C)[Si](O[Si](OC)(OC)OC)(OC)C=C